tert-butyl 4-(3-(4-amino-N-methyl-1,3-dihydrofuro[3,4-c]quinoline-8-carboxamido)-2,3-dihydrobenzofuran-6-yl)-3,6-dihydropyridine-1(2H)-carboxylate NC1=NC=2C=CC(=CC2C2=C1COC2)C(=O)N(C)C2COC1=C2C=CC(=C1)C=1CCN(CC1)C(=O)OC(C)(C)C